di-tert-butyl (2S)-2-({[(2S)-6-{[(2S)-2-amino-3-([1,1'-biphenyl]-4-yl)propanoyl]amino}-1-tert-butoxy-1-oxohexan-2-yl]carbamoyl}amino)pentanedioate N[C@H](C(=O)NCCCC[C@@H](C(=O)OC(C)(C)C)NC(=O)N[C@H](C(=O)OC(C)(C)C)CCC(=O)OC(C)(C)C)CC1=CC=C(C=C1)C1=CC=CC=C1